C(C(C(=O)OCC)C(=O)OCC)([2H])([2H])[2H] diethyl 2-(methyl-d3)malonate